5-Fluoro-2-(2-methoxy-2-oxoethyl)benzoic acid methyl ester COC(C1=C(C=CC(=C1)F)CC(=O)OC)=O